(6-(Difluoro(1-methyl-1H-pyrrolo[2,3-b]pyridin-6-yl)methyl)-2-azaspiro[3.3]heptan-2-yl)((1s,3s)-3-hydroxy-3-methylcyclobutyl)methanon FC(C1CC2(CN(C2)C(=O)C2CC(C2)(C)O)C1)(C1=CC=C2C(=N1)N(C=C2)C)F